FC1=C(C=CC(=C1)F)C1=NN=C(S1)C(=O)N1CC2=C(C(C1)(C=1C=NN(C1)C)C)SC=C2 [5-(2,4-difluorophenyl)-1,3,4-thiadiazol-2-yl]-[7-methyl-7-(1-methylpyrazol-4-yl)-4,6-dihydrothieno[3,2-c]pyridin-5-yl]methanone